COC1=NC=2N(C(C(=C(N2)C(F)(F)F)C=2C=NC(=CC2)OCC(F)(F)F)=O)C=C1 8-methoxy-3-(6-(2,2,2-trifluoroethoxy)-3-pyridinyl)-2-(trifluoromethyl)-4H-pyrimido[1,2-a]pyrimidin-4-one